ClC1=C(C=CC(=C1)OC1=C(C=CC=C1)F)C(=O)C1=CNC2=NC=C(C(=C21)N[C@H]2CO[C@@H](CC2)CO)OC(F)F (2-chloro-4-(2-fluorophenoxy)phenyl)(5-(difluoromethoxy)-4-(((3R,6S)-6-(hydroxymethyl)tetrahydro-2H-pyran-3-yl)amino)-1H-pyrrolo[2,3-b]pyridin-3-yl)methanone